4-(4-CYCLOBUTYL-2-OXOPIPERAZIN-1-YL)-N-(3-(PYRIDIN-2-YLETHYNYL)PHENYL)BENZAMIDE C1(CCC1)N1CC(N(CC1)C1=CC=C(C(=O)NC2=CC(=CC=C2)C#CC2=NC=CC=C2)C=C1)=O